FC1(CC(C1)C1=NC(=C2N1CCN(C2)C(=O)NC)C=2C=CC=C1C=C(N=CC21)C2CCOCC2)F 3-(3,3-difluorocyclobutyl)-N-methyl-1-(3-(tetrahydro-2H-pyran-4-yl)isoquinolin-8-yl)-5,6-dihydroimidazo[1,5-a]pyrazine-7(8H)-carboxamide